(3-chloro-6-(difluoromethyl)-2-fluorophenyl)-7,7-dimethyl-7,8-dihydro-5H-pyrano[3,4-b]pyrazin-5-one ClC=1C(=C(C(=CC1)C(F)F)C=1N=C2C(=NC1)C(OC(C2)(C)C)=O)F